N(=C=O)C1=C(C(=C(C(=C1N)OC)N=C=O)N=C=O)OC triisocyanato-2,5-dimethoxyaniline